CN1C(CN(C(C1)=O)CCC)=O 1-methyl-4-propylpiperazine-2,5-dione